(S)-2-((6-(1H-pyrazol-1-yl)pyrimidin-4-yl)amino)-4-((2-(4-fluorophenoxy)ethyl)(4-(5,6,7,8-tetrahydro-1,8-naphthyridin-2-yl)butyl)amino)butanoic acid N1(N=CC=C1)C1=CC(=NC=N1)N[C@H](C(=O)O)CCN(CCCCC1=NC=2NCCCC2C=C1)CCOC1=CC=C(C=C1)F